2-amino-3-methyl-N-((2S,3S)-3-(1H-pyrazol-1-yl)-2-butanyl)-N-((5-(trifluoromethyl)-2-pyridinyl)methyl)-6-quinolinecarboxamide NC1=NC2=CC=C(C=C2C=C1C)C(=O)N(CC1=NC=C(C=C1)C(F)(F)F)[C@@H](C)[C@H](C)N1N=CC=C1